3,6-diphenylacridine C1(=CC=CC=C1)C=1C=CC2=CC3=CC=C(C=C3N=C2C1)C1=CC=CC=C1